4-(furan-2-ylmethyl)-6-(5-methoxy-1,2,3-benzotriazole-1-yl)pyrimidin-2-amine O1C(=CC=C1)CC1=NC(=NC(=C1)N1N=NC2=C1C=CC(=C2)OC)N